5-fluoro-2,8,8-trimethyl-7,8-dihydro-6H-cyclopenta[e]pyrazolo[1,5-a]pyridine-6-carboxylic acid FC1=CC=2N(C3=C1C(CC3(C)C)C(=O)O)N=C(C2)C